4-methoxy-N-(3-(oxetan-3-ylmethoxy)phenyl)benzamide COC1=CC=C(C(=O)NC2=CC(=CC=C2)OCC2COC2)C=C1